C(C)OP1(=NP(=NP(=N1)(F)F)(F)F)F ethoxy-pentafluoro-cyclotriphosphazene